CCC(C)=O 1-methylpropan-one